alanine carbon [C].N[C@@H](C)C(=O)O